C(C)(=O)OCCCCCCCCCC\C=C/CCCC Z-11-Hexadecenyl acetate